O-succinimidyl 3,5-bis[[[3-fluoro-4-(4,4,5,5-tetramethyl-1,3,2-dioxaborolan-2-yl)benzoyl]amino]methyl]benzoate FC=1C=C(C(=O)NCC=2C=C(C(=O)ON3C(CCC3=O)=O)C=C(C2)CNC(C2=CC(=C(C=C2)B2OC(C(O2)(C)C)(C)C)F)=O)C=CC1B1OC(C(O1)(C)C)(C)C